N-((S)-1-((4S,5S)-4-benzyl-5-(tert-butyl)-4,5-dihydrooxazol-2-yl)-2,2-dimethylpropyl)acetamide C(C1=CC=CC=C1)[C@@H]1N=C(O[C@H]1C(C)(C)C)[C@H](C(C)(C)C)NC(C)=O